4-(6-bromo-8-methyl-4-oxo-3,4-dihydropyrido[3,2-d]pyrimidin-2-yl)-4-fluoropiperidine-1-carboxylic acid tert-butyl ester C(C)(C)(C)OC(=O)N1CCC(CC1)(F)C=1NC(C2=C(N1)C(=CC(=N2)Br)C)=O